C(N)(OC(C(C)CCOC(=O)OC(C)Cl)(C)C)=O (2-(((1-chloroethoxy)carbonyl)oxy)ethyl)(methyl)tert-butyl carbamate